CN1N=CC(=C1)C1CCC(CC1)OC1=C2C=C(C=NC2=CC(=N1)N1CCOCC1)O 5-(((1r,4r)-4-(1-methyl-1H-pyrazol-4-yl)cyclohexyl)oxy)-7-morpholino-1,6-naphthyridin-3-ol